diMethyl-phosphine oxide CP(C)=O